(3-fluoro-n-propyl)(2,2,3,3,3-pentafluoro-n-propyl)ether FCCCOCC(C(F)(F)F)(F)F